racemic-N-acetylcysteine C(C)(=O)N[C@@H](CS)C(=O)O |r|